CC1=CC=CC(=N1)C1=NNC=C1C=1N=C2C=C(C=NC2=CC1)N1CCN(CC1)CCN 2-[4-[6-[3-(6-methyl-2-pyridyl)-1H-pyrazol-4-yl]-1,5-naphthyridin-3-yl]piperazin-1-yl]ethanamine